[Na].C1CCC2=C(C=3CCCC3C=C12)NC(NS(N(C1CCOCC1)C=1C=NN(C1)C)(=O)=O)=O 3-(1,2,3,5,6,7-hexahydro-s-indacen-4-yl)-1-[(1-methyl-1H-pyrazol-4-yl)(oxan-4-yl)sulfamoyl]urea Sodium Salt